3-ethyl-N-[(1S)-2-[[5-(3-ethyl-5-methyl-1H-pyrazol-4-yl)-6-fluoro-2-pyridinyl]amino]-1-(4-methylcyclohexyl)-2-oxo-ethyl]isoxazole-4-carboxamide C(C)C1=NOC=C1C(=O)N[C@H](C(=O)NC1=NC(=C(C=C1)C=1C(=NNC1C)CC)F)C1CCC(CC1)C